COC1=C(C=C(C=C1)CCNC(=O)CC#N)OC 2-Cyano-N-[2-(3,4-dimethoxyphenyl)ethyl]acetamide